[N+](=O)(O)[O-].C(CCCCC)C(CCCCCCCCCCCCCP)(CCCCCC)CCCCCC trihexyltetradecylphosphine nitrate